(4-(trifluoromethyl)phenyl)-8-azaspiro[4.5]decane hydrochloride Cl.FC(C1=CC=C(C=C1)C1CCCC12CCNCC2)(F)F